1-(3-cyano-2-(1,3-dimethyl-1H-pyrazol-4-yl)quinolin-5-yl)-3-cyclopropyl-N-methyl-5,6-dihydroimidazo[1,5-a]pyrazine-7(8H)-carboxamide C(#N)C=1C(=NC2=CC=CC(=C2C1)C=1N=C(N2C1CN(CC2)C(=O)NC)C2CC2)C=2C(=NN(C2)C)C